1-(1-methylazetidin-3-yl)-2-oxo-1,2-dihydropyridine-3-carboxylic acid CN1CC(C1)N1C(C(=CC=C1)C(=O)O)=O